O=C1NC(CCC1NC=1C=C(C=CC1)NC(CN1CCNCC1)=O)=O N-(3-((2,6-dioxopiperidin-3-yl)amino)phenyl)-2-(piperazin-1-yl)acetamide